[Nb].[Sb].[Eu] europium-antimony-niobium